ClCC(=O)O[C@H]1CC[C@@]2([C@H]3CC[C@@]4([C@H](CC[C@H]4[C@@H]3CC=C2C1)[C@H](C)CCCC(C)C)C)C (3S,8S,9S,10R,13R,14S,17R)-10,13-dimethyl-17-((R)-6-methylheptan-2-yl)-2,3,4,7,8,9,10,11,12,13,14,15,16,17-tetradecahydro-1H-cyclopenta[a]phenanthren-3-yl 2-chloroacetate